BrC1=NC=CC(=C1)[C@@H]1[C@H](CCC1)O[Si](C)(C)C(C)(C)C 2-bromo-4-((1R,2S)-2-((tert-butyldimethylsilyl)oxy)cyclopentyl)pyridine